COC=1C=C(C=CC1OC)C1=CC=NC=2N1N=C(C2)C(=O)NC2CCC(CC2)C(=O)N2CCOCC2 7-(3,4-dimethoxyphenyl)-N-((1S,4S)-4-(morpholine-4-carbonyl)cyclohexyl)pyrazolo[1,5-a]pyrimidine-2-carboxamide